BrC1=CC=C(C=2N=C(OC21)N2CC1CCC(C2)N1C(=O)OC(C)(C)C)O[Si](C)(C)C(C)(C)C tert-Butyl 3-(7-bromo-4-((tert-butyldimethylsilyl)oxy)benzo[d]oxazol-2-yl)-3,8-diazabicyclo[3.2.1]octane-8-carboxylate